methyl 3,3-dimethoxy-2-[2-(6-chloropyrimidin-4-yloxy) phenyl]-acrylate COC(=C(C(=O)OC)C1=C(C=CC=C1)OC1=NC=NC(=C1)Cl)OC